ClC=1C=C(C=C(C1)S(=O)(=O)C)NC(=O)C=1C=NN(C1)C1=NC=CC=C1OC1=NC=CC=N1 N-(3-chloro-5-(methylsulfonyl)phenyl)-1-(3-(pyrimidin-2-yloxy)pyridin-2-yl)-1H-pyrazole-4-carboxamide